2-(1H-pyrazol-4-yl)-7-(1-pyrazol-1-ylethyl)-12-oxa-3-thia-6-azatricyclo[6.4.1.04,13]Tridec-1,4(13),7-trien-5-one N1N=CC(=C1)C1=C2OCCCC3=C(NC(C(S1)=C23)=O)C(C)N2N=CC=C2